CN(CCNC1=CC(=C(C(=O)NC=2SC3=C(N2)C(=CC=C3)OC)C(=C1)F)F)C 4-((2-(dimethylamino)ethyl)amino)-2,6-difluoro-N-(4-methoxybenzo[d]thiazol-2-yl)benzamide